3,5-dichloro-N-(2,4-dimethoxybenzyl)-4-fluoro-N-(thiazol-2-yl)benzenesulfonamide ClC=1C=C(C=C(C1F)Cl)S(=O)(=O)N(C=1SC=CN1)CC1=C(C=C(C=C1)OC)OC